sodium ethoxide [O-]CC.[Na+]